N-(2-pyridinylmethyl)-N'-(5,6,7,8-tetrahydro-7-quinolinyl)-1,4-benzenedimethanamine N1=C(C=CC=C1)CNCC1=CC=C(C=C1)CNC1CCC=2C=CC=NC2C1